COC(C1=CC=C(C=C1)C=CC(C)(C)O)=O 4-(3-hydroxy-3-methyl-1-butenyl)-benzoic acid methyl ester